6-(Benzyloxy)-5-(1H-indol-4-yl)pyridin-3-amine C(C1=CC=CC=C1)OC1=C(C=C(C=N1)N)C1=C2C=CNC2=CC=C1